CC1=C(OC2=CC(=CC(=C2C1=O)O)O)C3=CC(=C(C=C3)O)O methyl-luteolin